N[C@H](C(=O)O)CCC(NCCC1=CC=NC=C1)=O (2S)-2-amino-4-{[2-(pyridin-4-yl)ethyl]carbamoyl}butanoic acid